ClC1=NC=2C=C(C=CC2C=2C1=NN(C2)C(C(=O)OCC)C(C)C)CCl ethyl 2-(4-chloro-7-(chloromethyl)-2H-pyrazolo[3,4-c]quinolin-2-yl)-3-methylbutanoate